(S)-6-fluoro-10-isopropyl-2-methyl-7-(6-(3-(piperidin-1-yl)propoxy)pyridin-3-yl)-9,10-dihydro-8-oxa-2,4,10a-triazanaphtho[2,1,8-cde]azulene-1(2H)-one FC=1C=C2N=CC=3N(C(N4[C@H](COC(=C2C34)C1C=1C=NC(=CC1)OCCCN1CCCCC1)C(C)C)=O)C